ClC1=NC2=CC(=C(C=C2C(=N1)NC1CCN(CC1)C1CC(CCC1)(C)C)OC)OC 2-chloro-N-(1-(3,3-dimethylcyclohexyl)piperidin-4-yl)-6,7-dimethoxyquinazolin-4-amine